((s)-(3-fluoro-4-isopropylphenyl)(phenyl)methyl)-2-methylpropane-2-sulfinamide FC=1C=C(C=CC1C(C)C)[C@H](C1=CC=CC=C1)CC(C)(S(=O)N)C